ClC=1C(=CC=C2N=CC(=NC12)C=1C=NN(C1)C1CC(C1)N1CC(C1)O)OC=1C=CC2=C(NC(=N2)C)C1 1-((1r,3r)-3-(4-(8-chloro-7-((2-methyl-1H-benzo[d]imidazol-6-yl)oxy)quinoxalin-2-yl)-1H-pyrazol-1-yl)cyclobutyl)azetidin-3-ol